hexyl 2,5-diaminobenzoate NC1=C(C(=O)OCCCCCC)C=C(C=C1)N